FC=1C=CC(=NC1)NC(CN1C=2N(C(C3=C1C(N(C3)C(C)C)=O)=O)N=C(C2)NC2CC3(C2)CCCC3)=O N-(5-fluoropyridin-2-yl)-2-(6-isopropyl-5,8-dioxo-2-(spiro[3.4]oct-2-ylamino)-5,6,7,8-tetrahydro-4H-pyrazolo[1,5-a]pyrrolo[3,4-d]pyrimidin-4-yl)acetamide